N[C@@]1(C([C@@H](CC1)NC=1C=2N(N=CC1C(=NC1=C(C=CC=C1F)Cl)N)C=C(C2)C=2C=NC(=CC2C)OC)(C)C)C 4-[[(1R,3S)-3-amino-2,2,3-trimethyl-cyclopentyl]amino]-N'-(2-chloro-6-fluoro-phenyl)-6-(6-methoxy-4-methyl-3-pyridyl)pyrrolo[1,2-b]pyridazine-3-carboxamidine